C(CCCCC)OC(C[C@H]1COC([C@H]1CC)=O)=O |r| (3RS,4SR)-4-ethyl-5-oxo-tetrahydrofuran-3-acetic acid hexyl ester